C1(CC1)C1(CC(C1)[C@H](NC(=O)C1=CC=NN1CC)C=1N=C2N(N=C(C=C2)CC2C(NC[C@@H](C2)C(F)(F)F)=O)C1)C1CC1 N-((1S)-(3,3-dicyclopropylcyclobutyl)(6-(((5R)-2-oxo-5-(trifluoromethyl)piperidin-3-yl)methyl)imidazo[1,2-b]pyridazin-2-yl)methyl)-1-ethyl-1H-pyrazole-5-carboxamide